1-(5-((1-(2-(tetrahydro-2H-pyran-4-yl)propan-2-yl)piperidin-4-yl)methyl)pyrazolo[1,5-a]Pyridin-3-yl)dihydropyrimidine O1CCC(CC1)C(C)(C)N1CCC(CC1)CC1=CC=2N(C=C1)N=CC2N2CNCC=C2